3-(4-{2-[4-(azetidin-1-yl)phenyl]Ethynyl}phenyl)prop-2-enoic acid N1(CCC1)C1=CC=C(C=C1)C#CC1=CC=C(C=C1)C=CC(=O)O